(4aR,7aR)-benzyl 6-(3-((4-methoxybenzyl) oxy)-2,2-dimethyl-3-oxopropyl)-7-oxohexahydropyrrolo[3,4-b][1,4]oxazine-4(4aH)-carboxylate COC1=CC=C(COC(C(CN2C([C@@H]3OCCN([C@@H]3C2)C(=O)OCC2=CC=CC=C2)=O)(C)C)=O)C=C1